Nickel-Yttrium oxid [O-2].[Y+3].[Ni+2]